FC1=C(C(=O)NC2(CCN(CC2)C(=O)OCC2=CC=CC=C2)C)C(=CC=C1)F Benzyl 4-(2,6-difluorobenzamido)-4-methylpiperidine-1-carboxylate